C(C)S(=O)(=O)NC1CC2(CN(C2)C[C@H]2CNCC2)C1 (R)-3-((6-(ethanesulfonamido)-2-azaspiro[3.3]heptane-2-yl)methyl)pyrrolidin